(2R,4R)-1-(3-chloro-2-fluorobenzyl)-4-((5'-fluoro-6'-((5-methyl-1H-pyrazol-3-yl)amino)-[3,4'-bipyridin]-2'-yl)methyl)-2-methyl-piperidine-4-carboxylic acid ClC=1C(=C(CN2[C@@H](C[C@@](CC2)(C(=O)O)CC2=NC(=C(C(=C2)C=2C=NC=CC2)F)NC2=NNC(=C2)C)C)C=CC1)F